C(C)OC(=O)C=1N=C(SC1N(C)C1=NC(=NC=C1[N+](=O)[O-])Cl)C 5-((2-chloro-5-nitropyrimidin-4-yl)(methyl)amino)-2-methylthiazole-4-carboxylic acid ethyl ester